lithium 6-(3-(4-fluorophenoxy)prop-1-yn-1-yl)chromane-2-carboxylate FC1=CC=C(OCC#CC=2C=C3CCC(OC3=CC2)C(=O)[O-])C=C1.[Li+]